N-[(1S)-2-[[2-amino-2-oxo-1-[4-(trifluoromethyl)-3-pyridyl]ethyl]amino]-1-(cyclopropylmethyl)-2-oxo-ethyl]-7-fluoro-1H-indole-2-carboxamide NC(C(C=1C=NC=CC1C(F)(F)F)NC([C@H](CC1CC1)NC(=O)C=1NC2=C(C=CC=C2C1)F)=O)=O